6-(Cyclopropanecarboxamido)-N-methoxy-4-((2-methoxy-3-(5-methyl-1,2,4-oxadiazol-3-yl)phenyl)amino)nicotinamide Oxygen Nitrate [N+](=O)([O-])[O-].[O+2].C1(CC1)C(=O)NC1=NC=C(C(=O)NOC)C(=C1)NC1=C(C(=CC=C1)C1=NOC(=N1)C)OC.[N+](=O)([O-])[O-]